ClC=1C=C(C(=O)N(C)C)C=C(N1)N(C)C1CCCC1 2-Chloro-6-(cyclopentyl(methyl)amino)-N,N-dimethylisonicotinamide